3-(4-methoxyphenyl)-3-phenyl-6,11-dimethoxy-13-methyl-13-hydroxyethoxyethoxy-3H,13H-indeno[2',3':3,4]naphtho[1,2-b]pyran COC1=CC=C(C=C1)C1(C=CC2=C(O1)C=1C=C(C=CC1C1=C2C(C2=CC(=CC=C21)OC)(OCCOCCO)C)OC)C2=CC=CC=C2